Benzyl-4-fluoro-2-azaadamantane-2-carboxylate C(C1=CC=CC=C1)OC(=O)N1C2CC3CC(C(C1C3)F)C2